ClC1=CC=C(N=N1)C(C)O 1-(6-Chloropyridazin-3-yl)ethanol